tert-butyl 2-chloro-5,7-dihydropyrrolo[3,4-d]pyrimidine-6-carboxylate ClC=1N=CC2=C(N1)CN(C2)C(=O)OC(C)(C)C